4-((1R,3S)-3-hydroxycyclohexylamino)-2-(isobutylamino)pyrimidine-5-carboxamide O[C@@H]1C[C@@H](CCC1)NC1=NC(=NC=C1C(=O)N)NCC(C)C